FC=1C=C(C=C(C1[C@H]1N([C@@H](CC2=C1NC1=CC=CC=C21)C)CC2(CC2)F)F)C=CC(=O)O 3-(3,5-difluoro-4-((1R,3R)-2-((1-fluorocyclopropyl)methyl)-3-methyl-2,3,4,9-tetrahydro-1H-pyrido[3,4-b]indol-1-yl)phenyl)acrylic acid